dimethyl piperidine-3,5-dicarboxylate N1CC(CC(C1)C(=O)OC)C(=O)OC